3-bromo-5-((trimethylsilyl)ethynyl)pyridine methyl-(4R*,8R*)-2-amino-10-cyano-4,7,8,9-tetrahydro-4,8-epimino[1,3]thiazolo[5,4-d]azocine-6(5H)-carboxylate COC(=O)N1C[C@@H]2C3=C(C[C@H](C1)N2C#N)N=C(S3)N.BrC=3C=NC=C(C3)C#C[Si](C)(C)C |o1:6,10|